C1(=CC=CC=C1)C(O)C1NCCCC1 phenyl-(2-piperidyl)methanol